CC1=C(C=CC(=C1)C2=CC(=C(C=C2)NC(=O)CC(=O)C)C)NC(=O)CC(=O)C bis(acetoacetyl)-o-toluidine